FC=1C=C2C(=C(NC2=C(C1)F)C1=CC=C(C=C1)F)CC(C(=O)N[C@@H]1C(NC[C@H]1O)=O)(F)F 3-[5,7-Difluoro-2-(4-fluorophenyl)-1H-indol-3-yl]-2,2-difluoro-N-[(3S,4R)-4-hydroxy-2-oxo-pyrrolidin-3-yl]propionamide